methyl 3-(tetrahydro-2H-pyran-4-yl)-1H-pyrazole-4-benzoate O1CCC(CC1)C1=NNC=C1C1=CC=CC=C1C(=O)OC